C1(CC1)C=1N=NN(C1)[C@H](C(=O)N1[C@@H](C[C@H](C1)O)C(=O)NCC1=NC(=NC=C1)OC(C)C)C(C)(C)C (2S,4r)-1-[(2S)-2-(4-cyclopropyl-triazol-1-yl)-3,3-dimethyl-butyryl]-4-hydroxy-N-[(2-isopropoxypyrimidin-4-yl)methyl]pyrrolidine-2-carboxamide